COC1=C(C=C(C=C1[N+](=O)[O-])N1C(C2=CC=CC=C2C1=O)=O)C1=NN(C=C1)C 2-(4-methoxy-3-(1-methyl-1H-pyrazol-3-yl)-5-nitrophenyl)isoindoline-1,3-dione